5-phenyl-3-[3-(9-phenylcarbazol-3-yl)carbazol-9-yl]quinazolino[2,1-b]quinazolin-12-on C1(=CC=CC=C1)C1=NC2=NC=3C=CC=CC3C(N2C=2C=CC(=CC12)N1C2=CC=CC=C2C=2C=C(C=CC12)C=1C=CC=2N(C3=CC=CC=C3C2C1)C1=CC=CC=C1)=O